C1(=CC=CC=C1)C=1N=C(NC1)C phenyl-2-methylimidazole